N[C@@H](CC(=O)[O-])C(=O)OCC aspartic acid, beta-ethyl ester